3-(2-cyanopropan-2-yl)-N-(4-methyl-3-(4-(5-phenylpyridin-3-yl)-1H-pyrazol-1-yl)phenyl)benzamide C(#N)C(C)(C)C=1C=C(C(=O)NC2=CC(=C(C=C2)C)N2N=CC(=C2)C=2C=NC=C(C2)C2=CC=CC=C2)C=CC1